ClC=1C(=C2C=NNC2=CC1F)C(C)N1CCCC2=C1N=C(N=C2N2CCNCC2)OC2=C1CCN(CC1=CC=C2)C 8-(1-(5-chloro-6-fluoro-1H-indazol-4-yl)ethyl)-2-((2-methyl-1,2,3,4-tetrahydroisoquinolin-5-yl)oxy)-4-(piperazin-1-yl)-5,6,7,8-tetrahydropyrido[2,3-d]pyrimidine